C(C)(=O)[O-].C(C)(=O)[O-].C(C)(C)P(C(C)C)C(C)C.C(C)(C)P(C(C)C)C(C)C.[Pd+2] palladium (II) bis(triisopropylphosphine) diacetate